4-(4-iodophenoxy)butylbenzene-1-ol IC1=CC=C(OCCCCC2=C(C=CC=C2)O)C=C1